C1(CCCC1)N1C2=NC(=NC=C2N=C1NC1=CC=CC=C1)NC1=CC=C(C=C1)N1CCC(CC1)N(C)CC=1C=C2C(N(C(C2=CC1)=O)N1C(NC(CC1)=O)=O)=O 5-(((1-(4-((9-cyclopentyl-8-(phenylamino)-9H-purin-2-yl)amino)phenyl)piperidin-4-yl)(methyl)amino)methyl)-2-(2,4-dioxotetrahydropyrimidin-1(2H)-yl)isoindoline-1,3-dione